CC1=NN=C(N1C1=CC=C2C(=N1)NC=C2C2=NC(=NC=C2C(F)(F)F)N[C@@H]2CNCCC2)C 4-[6-(3,5-dimethyl-1,2,4-triazol-4-yl)-1H-pyrrolo[2,3-b]pyridin-3-yl]-N-[(3S)-3-piperidyl]-5-(trifluoromethyl)pyrimidin-2-amine